NCCC(=O)N1CCC(CC1)SC=1N=NC(=CC1)C1=C(C=C(C=C1)C=1C=NNC1)O 3-amino-1-(4-((6-(2-hydroxy-4-(1H-pyrazol-4-yl)phenyl)pyridazin-3-yl)thio)piperidin-1-yl)propan-1-one